4-amino-7-bromo-1H-pyrido[3,2-d]pyrimidin-2-one NC=1C2=C(NC(N1)=O)C=C(C=N2)Br